C1(CCC1)N(C1=C(C(=NC=N1)NCC1C(CN(CC1)CC(=O)N)O)F)CC1=C(C=C(C=C1)OC(F)F)F 2-(4-(((6-(cyclobutyl(4-(difluoromethoxy)-2-fluorobenzyl)amino)-5-fluoropyrimidin-4-yl)amino)methyl)-3-hydroxypiperidin-1-yl)acetamide